[Si](C)(C)(C(C)(C)C)OCCC(C(F)(F)F)NC1=C(C=NC(=C1)Cl)C#CC1CCN(CC1)C(=O)OC(C)(C)C tert-butyl 4-((4-((4-((tert-butyldimethylsilyl)oxy)-1,1,1-trifluorobutan-2-yl)amino)-6-chloropyridin-3-yl)ethynyl)piperidine-1-carboxylate